hexafluorophosphate dihydrate O.O.F[P-](F)(F)(F)(F)F